N-(5-bromo-2-methoxypyridin-3-yl)-N-((2-(trimethylsilyl)ethoxy)methyl)benzenesulfonamide BrC=1C=C(C(=NC1)OC)N(S(=O)(=O)C1=CC=CC=C1)COCC[Si](C)(C)C